3-(2-(Benzylmethyl)-4-iodo-1H-imidazol-1-yl)bicyclo[1.1.1]pentan-1-ylcarbamic acid tert-butyl ester C(C)(C)(C)OC(NC12CC(C1)(C2)N2C(=NC(=C2)I)CCC2=CC=CC=C2)=O